ethyl 1,5-dimethyl-4-[1-(2-trimethylsilylethoxymethyl) indazol-5-yl]sulfanyl-pyrrole-2-carboxylate CN1C(=CC(=C1C)SC=1C=C2C=NN(C2=CC1)COCC[Si](C)(C)C)C(=O)OCC